N-(4-amino-1-((2-(trimethylsilyl)ethoxy)methyl)-1H-pyrazolo[4,3-c]pyridin-7-yl)-2-((2R,5S)-5-methyl-2-(2-(1-methylpiperidin-4-yl)quinolin-7-yl)piperidin-1-yl)-2-oxoacetamide NC1=NC=C(C2=C1C=NN2COCC[Si](C)(C)C)NC(C(=O)N2[C@H](CC[C@@H](C2)C)C2=CC=C1C=CC(=NC1=C2)C2CCN(CC2)C)=O